1,2-ethylene 2,6-naphthalenedicarboxylate C1=C2C=CC3=CC(=CC=C13)C(=O)OCCOC2=O